C1(CC1)C=1NC(=CN1)C#C 2-cyclopropyl-5-Ethynyl-1H-imidazole